ClC=1C2=C(N=CN1)N(C=C2)C2=CC(=CC=C2)F 4-chloro-7-(3-fluorophenyl)-7H-pyrrolo[2,3-d]pyrimidine